3-(Difluoromethyl)-4-(6-(2,5-difluorophenyl)-6-(1-methyl-2-oxo-1,2-dihydropyridine-3-yl)hexa-1,3-diyn-1-yl)pyrazolo[1,5-a]pyridine-5-carboxylic acid FC(C=1C=NN2C1C(=C(C=C2)C(=O)O)C#CC#CCC(C=2C(N(C=CC2)C)=O)C2=C(C=CC(=C2)F)F)F